o-(tert-butyl)1-methyl-6-(tosyloxy)-2-azaspiro[3.3]heptane C(C)(C)(C)C1=C(S(=O)(=O)OC2CC3(CNC3C)C2)C=CC(=C1)C